ClC1=CC(=C(C=C1)[C@@H]1N(OCC1)C1=CC(=NC=N1)NC=1C(=CC(=C(C1)NC(C=C)=O)N1CCC(CC1)N1C[C@@H](O[C@@H](C1)C)C)OC)F N-(5-((6-((R)-3-(4-chloro-2-fluorophenyl)isoxazolidine-2-yl)pyrimidine-4-yl)amino)-2-(4-((2S,6R)-2,6-dimethylmorpholino)-piperidine-1-yl)-4-methoxyphenyl)acrylamide